BrC1=NN(C2=CC(=C(C=C12)C1=CC=C(C=C1C1=CC(=C(C=C1)C#N)F)C(=O)N1[C@@H]2[C@H](C[C@H]1CC2)NC(OC(C)(C)C)=O)F)CC(C)(C)O |o1:28,29,31| tert-butyl ((1S,2S,4R)-rel-7-(6-(3-bromo-6-fluoro-1-(2-hydroxy-2-methylpropyl)-1H-indazol-5-yl)-4'-cyano-3'-fluoro-[1,1'-biphenyl]-3-carbonyl)-7-azabicyclo[2.2.1]heptan-2-yl)carbamate